CC1=C(C(=CC=C1)C)CN[C@@H](C)C(=O)O N-(2,6-dimethylphenyl)methyl-alanine